(5-(2-fluoro-5-((4-oxo-7-(trifluoromethyl)-3,4-dihydrophthalazin-1-yl)methyl)phenyl)-1H-benzimidazol-2-yl)carbamic acid methyl ester COC(NC1=NC2=C(N1)C=CC(=C2)C2=C(C=CC(=C2)CC2=NNC(C1=CC=C(C=C21)C(F)(F)F)=O)F)=O